CO[C@@H]1C[C@H](N(C1)C(=O)C1=NC(=NC=C1)N[C@H](C)C1=CC=CC=C1)C(=O)O (2S,4R)-4-methoxy-1-(2-(((R)-1-phenylethyl)amino)pyrimidine-4-carbonyl)pyrrolidine-2-carboxylic acid